C=C(C)[Bi](C1=CC(=CC(=C1)[Bi](C(=C)C)C(=C)C)[Bi](C(=C)C)C(=C)C)C(=C)C 1,3,5-tris(di(propen-2-yl)bismuthanyl)benzene